Cl.C1OC=2C=C3CC(CC3=CC2O1)N 5,6-methylenedioxy-2-aminoindane-HCl